CC1(N=C(OC1)C(=C)C)C 4,4-dimethyl-2-isopropenyl-2-oxazoline